BrC=1SC=2C(N1)=CCCC2 2-bromo-5,6-dihydrobenzothiazol